C1(=CC=CC=C1)C(C)NC1=C(C=NC2=CC=C(C=C12)C=1C=NC=CC1)C#N 4-((1-phenylethyl)amino)-6-(pyridin-3-yl)quinoline-3-carbonitrile